OCC1=CC=C(C=C1)C1CCN(CC1)C(=O)OC(C)(C)C tert-Butyl 4-(4-(hydroxymethyl)phenyl)piperidine-1-carboxylate